di(p-trifluoromethyl-phenyl)methylene(cyclopentadienyl)(3,6-ditert-butylfluorenyl)zirconium dichloride [Cl-].[Cl-].FC(C1=CC=C(C=C1)C(=[Zr+2](C1=CC(=CC=2C3=CC(=CC=C3CC12)C(C)(C)C)C(C)(C)C)C1C=CC=C1)C1=CC=C(C=C1)C(F)(F)F)(F)F